C(C)(C)(C)OC(=O)N1[C@@H](CCC1)C=1SC=C(N1)C(=O)OCC 2-ethyl (S)-2-(1-(tert-butoxycarbonyl)pyrrolidin-2-yl)thiazole-4-carboxylate